NC(C(O)C=1C=C(C(=CC1)O)O)C 4-(2-amino-1-hydroxy-propyl)benzene-1,2-diol